5-Chloro-6-((3,5-difluoropyridin-2-yl)methoxy)-3-(2-(2-(2-hydroxypropan-2-yl)thiazol-4-yl)-5-methylpyridin-4-yl)-2-methylpyridin-4(3H)-one ClC=1C(C(C(=NC1OCC1=NC=C(C=C1F)F)C)C1=CC(=NC=C1C)C=1N=C(SC1)C(C)(C)O)=O